dipropylene glycol (methyl)acrylate CC(C(=O)O)=C.CC(COC(C)CO)O